N-(3-chlorophenyl)-4-methoxy-3-pentanamidobenzamide ClC=1C=C(C=CC1)NC(C1=CC(=C(C=C1)OC)NC(CCCC)=O)=O